(R)-5-(3-(3-ethyl-4-(2-(3-methylpiperazin-1-yl)ethoxy)phenyl)-4,4-dimethyl-5-oxo-2-thioxoimidazolidin-1-yl)-3-(trifluoromethyl)pyridinecarbonitrile C(C)C=1C=C(C=CC1OCCN1C[C@H](NCC1)C)N1C(N(C(C1(C)C)=O)C=1C=C(C(=NC1)C#N)C(F)(F)F)=S